Pentamethyl-guanidine CN(C(N(C)C)=NC)C